[Si](C)(C)(C(C)(C)C)OCC(C1CCOCC1)N1CC(C1)C=1C=C(C=2N(C1)C(=NC2F)C)C2=C(C(=O)N1[C@@H](COCC1)C)C=C(C=C2)F (3R)-4-{2-[6-(1-{2-[(tert-butyldimethylsilyl)oxy]-1-(oxan-4-yl)ethyl}azetidin-3-yl)-1-fluoro-3-methylimidazo[1,5-a]pyridin-8-yl]-5-fluorobenzoyl}-3-methylmorpholine